diisopropyl-dimethyl-butyl-guanidine C(C)(C)N=C(N(CCCC)C(C)C)N(C)C